C(N)(=O)[C@H]1N2C(N([C@H](CC1)C2)OS(=O)(=O)OCC(C(=O)OCOC(C)=O)(C)C)=O acetoxymethyl 3-(((((2S,5R)-2-carbamoyl-7-oxo-1,6-diazabicyclo[3.2.1]octane-6-yl) oxy) sulfonyl) oxy)-2,2-dimethylpropionate